CC(C)(C)C 2,2-dimethylpropan